C1(CC1)C1=NN(C(=C1C(F)(F)F)C(=O)NC1=CC(=NC=C1)SC)CC1CC(CC1)(F)F 3-Cyclopropyl-1-((3,3-difluorocyclopentyl)methyl)-N-(2-(methylthio)pyridin-4-yl)-4-(trifluoromethyl)-1H-pyrazole-5-carboxamide